C1(CCC1)C=1C=CC(=NC1)C1=CC(=C2C=NC(=NN21)N[C@H]2[C@@H](COCC2)O)F (3S,4R)-4-((7-(5-cyclobutylpyridin-2-yl)-5-fluoropyrrolo[2,1-f][1,2,4]triazin-2-yl)amino)tetrahydro-2H-pyran-3-ol